(1-((2-(trimethylsilyl)ethoxy)methyl)-1H-pyrrolo[2,3-b]pyridin-4-yl)boronic acid C[Si](CCOCN1C=CC=2C1=NC=CC2B(O)O)(C)C